zirconium tetra(ethylacetoacetate) zirconium [Zr+4].C(C)CC(CC(=O)[O-])=O.C(C)CC(CC(=O)[O-])=O.C(C)CC(CC(=O)[O-])=O.C(C)CC(CC(=O)[O-])=O.[Zr+4]